NC1=NN=C2N1C=C(C=C2)NC(C2=C(C=C(C(=C2)Cl)C(F)(F)F)OC2=C(C=C(C=C2)F)C)=O N-(3-amino-[1,2,4]triazolo[4,3-a]pyridin-6-yl)-5-chloro-2-(4-fluoro-2-methylphenoxy)-4-(trifluoromethyl)benzamide